tert-butyl (3R)-3-[4-(3-chloro-2-fluoro-anilino)pyrido[3,2-d]pyrimidin-6-yl]pyrrolidine-1-carboxylate ClC=1C(=C(NC=2C3=C(N=CN2)C=CC(=N3)[C@H]3CN(CC3)C(=O)OC(C)(C)C)C=CC1)F